tert-Butyl 4-(3-fluoro-4-((2-oxopyrrolidin-1-yl)methyl)phenyl)-3,6-dihydropyridine-1(2H)-carboxylate FC=1C=C(C=CC1CN1C(CCC1)=O)C=1CCN(CC1)C(=O)OC(C)(C)C